FC1=C(C=C(C(=C1)OC1=CC=NC2=CC(=C(C=C12)OC)OCCCN1CCOCC1)F)C1=NC=CC(=C1C(=O)N)OC [2,5-difluoro-4-({6-methoxy-7-[3-(morpholin-4-yl)propoxy]-quinolin-4-yl}oxy)phenyl]-4-methoxypyridine-3-carboxamide